C(C1=CC=CC=C1)OC1=CC=CC=2CCC12 5-(benzyloxy)bicyclo[4.2.0]Oct-1(6),2,4-triene